(2,2,2-trifluoroethyl)-1H-pyrazol FC(CN1N=CC=C1)(F)F